((3S,5S)-1-(7-cyano-5-fluoro-2-methyl-1H-indol-4-yl)-5-fluoropiperidin-3-yl)carbamic acid tert-butyl ester C(C)(C)(C)OC(N[C@@H]1CN(C[C@H](C1)F)C1=C2C=C(NC2=C(C=C1F)C#N)C)=O